4-((3-methyl-4-fluorophenyl)amino)-6-acetamido-1H-indole-2-carboxylic acid CC=1C=C(C=CC1F)NC1=C2C=C(NC2=CC(=C1)NC(C)=O)C(=O)O